3-(3-fluoro-4-methoxyphenyl)-3-(4-(4-oxopentyl)oxazol-2-yl)propionic acid tert-butyl ester C(C)(C)(C)OC(CC(C=1OC=C(N1)CCCC(C)=O)C1=CC(=C(C=C1)OC)F)=O